N[C@@H]([C@H](O)C1=CC=C(C=C1)S(=O)(=O)C)CO (1R,2R)-2-amino-1-[4-(methylsulfonyl)phenyl]-1,3-propanediol